1-iodo-pyrrolidine-2,5-dione IN1C(CCC1=O)=O